CC1(CN(CCC1CN1C(C=C(C=C1)Cl)=O)C(=O)OC(C)(C)C)C tert-Butyl 3,3-dimethyl-4-((2-oxo-4-chloropyridin-1(2H)-yl)methyl)piperidine-1-carboxylate